ClC=1C=C(C=NC1CO)C(=O)OC methyl 5-chloro-6-(hydroxymethyl)pyridine-3-carboxylate